(oxybis-2,1-phenylene)bis(diphenylphosphine) O(C1=C(C=CC=C1)P(C1=CC=CC=C1)C1=CC=CC=C1)C1=C(C=CC=C1)P(C1=CC=CC=C1)C1=CC=CC=C1